(2R)-N-(4-(tert-butyl)phenyl)-N-(2-oxo-1-(pyridin-3-yl)-2-((pyridin-4-ylmethyl)amino)ethyl)pyrrolidine-2-carboxamide C(C)(C)(C)C1=CC=C(C=C1)N(C(=O)[C@@H]1NCCC1)C(C(NCC1=CC=NC=C1)=O)C=1C=NC=CC1